C1CC2(C1)CNC(C1=CC=CC=C12)=O spiro[2,3-dihydroisoquinoline-4,3'-cyclobutane]-1-one